OC1=CC=C(CSC=2N=CCN2)C=C1 2-((4-hydroxybenzyl)thio)-4H-imidazole